CC(CC[C@@H](C(=O)O)NCC=1C=C2C(=NC1)NC=C2)(C)C (2S)-5,5-dimethyl-2-[({1H-pyrrolo[2,3-b]pyridin-5-yl}methyl)amino]hexanoic acid